tertbutyl (4-((2-(cyclopropanecarboxamido)pyridin-4-yl)oxy)-2-fluorophenyl)carbamate C1(CC1)C(=O)NC1=NC=CC(=C1)OC1=CC(=C(C=C1)NC(OC(C)(C)C)=O)F